3-((2S)-3-(8-(5-chloro-2-methylphenylsulfonyl)-1-oxa-8-azaspiro[4.5]decan-3-ylamino)-2-hydroxypropoxy)-N-methylbenzenesulfonamide ClC=1C=CC(=C(C1)S(=O)(=O)N1CCC2(CC(CO2)NC[C@@H](COC=2C=C(C=CC2)S(=O)(=O)NC)O)CC1)C